C(#N)CCN1N=NC(=C1)C1=CC(=C(C(=O)N([C@H]2CN(CCC2)C(=O)OC(C)(C)C)C2=NC=CC3=CC=CC(=C23)C)C=C1)F tert-butyl (3R)-3-[[4-[1-(2-cyanoethyl)triazol-4-yl]-2-fluoro-benzoyl]-(8-methyl-1-isoquinolyl)amino]-piperidine-1-carboxylate